C(C)OC(CC1CN(CCC1=O)CC1=CC=CC=C1)=O (1-benzyl-4-oxo-piperidin-3-yl)-acetic acid ethyl ester